O1CCN(CC1)CCN1C2=C(OC3=C1N=CC(=C3)C=3C=C(C(=NC3)NS(=O)(=O)C)C(F)(F)F)C=C(C=C2)C=2C=C(C(=NC2)NS(=O)(=O)C)C(F)(F)F N,N'-((10-(2-morpholinoethyl)-10H-benzo[b]pyrido[2,3-e][1,4]oxazine-3,7-diyl)bis(3-(trifluoromethyl)pyridine-5,2-diyl))dimethanesulfonamide